5-(5-Methyl-1,4,5,6-tetrahydropyridin-2-yl)indol-2-one CC1CC=C(NC1)C1=CC2=CC(N=C2C=C1)=O